OC1CN(CC1)C=1C=C(C=NC1)OC1=CC(=CC(=N1)C#N)OC1CCN(CC1)S(=O)(=O)C 6-((5-(3-hydroxypyrrolidin-1-yl)pyridin-3-yl)oxy)-4-((1-(methyl-sulfonyl)piperidin-4-yl)oxy)picolinonitrile